COC=1C=C(C=CC1)NCC(=O)C1=CC=C(C=C1)C1=NOC(=N1)C(F)(F)F 2-((3-Methoxyphenyl)amino)-1-(4-(5-(trifluoromethyl)-1,2,4-oxadiazol-3-yl)phenyl)ethan-1-on